BrC=1N=CSC1CC1=CC(=NN1C)C#N 5-((4-bromothiazol-5-yl)methyl)-1-methyl-1H-pyrazole-3-carbonitrile